C1(CCCCC1)CN1CCCN(CC(CN(CCC1)S(=O)(=O)C1=CC=C(C=C1)N(C)C)O)S(=O)(=O)N1CCC(CC1)C1=CC=CC=C1 9-(cyclohexylmethyl)-1-((4-(dimethylamino)phenyl)sulfonyl)-5-((4-phenylpiperidin-1-yl)sulfonyl)-1,5,9-triazacyclododecan-3-ol